CC1=C(OC(C(=O)OCC)CC)C(=CC(=C1)CN1CCN(CC1)CC1=CC=C(C=C1)C(F)(F)F)C Ethyl 2-(2,6-dimethyl-4-((4-(4-(trifluoromethyl)benzyl)piperazin-1-yl)methyl)phenoxy)butanoate